FC1=CC=C(C=C1)C1CN(CC12CCN(CC2)C([C@@H](C(C)C)NC(=O)C=2N=C1N(C=CN=C1)C2)=O)C N-((2R)-1-(4-(4-fluorophenyl)-2-methyl-2,8-diazaspiro[4.5]decan-8-yl)-3-methyl-1-oxobutan-2-yl)imidazo[1,2-a]pyrazine-2-carboxamide